N-[3-(2-chloroethoxy)phenyl]-5-(5-chloro-2-{[5-(prop-2-en-1-yloxy)-3,4-dihydroisoquinolin-2(1H)-yl]carbonyl}phenyl)-1,2-dimethyl-1H-pyrrole-3-carboxamide ClCCOC=1C=C(C=CC1)NC(=O)C1=C(N(C(=C1)C1=C(C=CC(=C1)Cl)C(=O)N1CC2=CC=CC(=C2CC1)OCC=C)C)C